4-(1,1-difluoroethyl)benzoic acid FC(C)(F)C1=CC=C(C(=O)O)C=C1